methyl 3-(4-fluorophenyl)-4-(pyridin-4-yl)-1H-pyrrole-2-carboxylate FC1=CC=C(C=C1)C1=C(NC=C1C1=CC=NC=C1)C(=O)OC